COC=1C=C(C=C(C1OC)OC)C1=CC=CC=C1 4-(3,4,5-trimethoxyphenyl)benzol